ClC=1C=C(C=2N(N1)C=CN2)[C@@H]2[C@H](C2)C2=CC=CC1=CC=CC=C21 6-chloro-8-[(1S,2S)-2-(1-naphthyl)cyclopropyl]imidazo[1,2-b]pyridazine